phenyl-3,4-dihydronaphthalene C1(=CC=CC=C1)C1=CCCC2=CC=CC=C12